OC1=CC=C(C2COC3=CC(=CC=C3C2)O)C=C1 4',7-dihydroxyisoflavan